2-bromo-6-(4-(4-fluorophenyl)-4H-1,2,4-triazol-3-yl)pyridine BrC1=NC(=CC=C1)C1=NN=CN1C1=CC=C(C=C1)F